tert-butyl 2-[[tert-butoxycarbonyl(cyclobutylmethyl)amino]methyl]-6-[[4-[1-(p-tolylsulfonyl)pyrrolo[2,3-b]pyridin-5-yl]imidazol-1-yl]methyl]indole-1-carboxylate C(C)(C)(C)OC(=O)N(CC1CCC1)CC=1N(C2=CC(=CC=C2C1)CN1C=NC(=C1)C=1C=C2C(=NC1)N(C=C2)S(=O)(=O)C2=CC=C(C=C2)C)C(=O)OC(C)(C)C